7-(2-oxo-2-((tetrahydro-2H-pyran-4-yl)amino)ethoxy)naphthalen O=C(COC1=CC=C2C=CC=CC2=C1)NC1CCOCC1